2-(4-((4-(3-fluoro-4-(trifluoromethyl)phenyl)-5-oxo-4,5-dihydro-1H-1,2,4-triazol-1-yl)methyl)-2-methylphenoxy)-2-methylpropanoic acid ethyl ester C(C)OC(C(C)(C)OC1=C(C=C(C=C1)CN1N=CN(C1=O)C1=CC(=C(C=C1)C(F)(F)F)F)C)=O